2-phenyl-3,5-di((R)-1-phenylallyl)-1,6-dihydropyridine C1(=CC=CC=C1)C=1NCC(=CC1[C@H](C=C)C1=CC=CC=C1)[C@H](C=C)C1=CC=CC=C1